FC1=C(OC2=C(C=CC=C2)C2=NC(=NC=C2)NC2CCC(CC2)NC(OC(C)(C)C)=O)C=CC(=C1)[N+](=O)[O-] O-tert-butyl N-[4-[[4-(1r,4r)-[2-(2-fluoro-4-nitro-phenoxy)phenyl]pyrimidin-2-yl]amino]cyclohexyl]carbamate